6-[3-(3-bromophenyl)-1H-pyrazol-5-yl]-1,3-dioxolo[4,5-c]pyridine BrC=1C=C(C=CC1)C1=NNC(=C1)C1=CC2=C(C=N1)OCO2